5-amino-3-(7-(aminomethyl)-1H-indazol-4-yl)-1-(3,3-difluorocyclobutyl)-1H-pyrazole-4-carbonitrile NC1=C(C(=NN1C1CC(C1)(F)F)C1=C2C=NNC2=C(C=C1)CN)C#N